(2,4-dimethoxybenzyl)-2-[4-(2-hydroxyethyl)-1H-pyrazol-1-yl]-5-nitrobenzene-sulfonamide COC1=C(CC=2C(=C(C=C(C2)[N+](=O)[O-])S(=O)(=O)N)N2N=CC(=C2)CCO)C=CC(=C1)OC